(2R,3S,5R)-5-(2-chloro-4-(((4-methoxyphenyl)diphenylmethyl)amino)-7H-pyrrolo[2,3-d]pyrimidin-7-yl)-2-ethynyl-2-(hydroxymethyl)tetrahydrofuran-3-ol ClC=1N=C(C2=C(N1)N(C=C2)[C@H]2C[C@@H]([C@](O2)(CO)C#C)O)NC(C2=CC=CC=C2)(C2=CC=CC=C2)C2=CC=C(C=C2)OC